hexyl-dodecane C(CCCCC)CCCCCCCCCCCC